N-[(1R)-1-phenylethyl]-7H-Pyrrolo[2,3-d]pyrimidin-4-amine C1(=CC=CC=C1)[C@@H](C)NC=1C2=C(N=CN1)NC=C2